ClC=1C=CC=C2C=CC=C(C12)C1=CC=C2C(=NC(=NC2=C1F)OCC1(CC1)CN1CCCC1)N1C[C@@H](NCC1)CC#N (S)-2-(4-(7-(8-chloronaphthalen-1-yl)-8-fluoro-2-((1-(pyrrolidin-1-ylmethyl)cyclopropyl)methanOxy)quinazolin-4-yl)piperazin-2-yl)acetonitrile